COC1=CC(=CC(=C1O)OC)/C=C/C(=O)N(C(=O)/C=C/C2=CC(=C(C(=C2)OC)O)OC)CCCCNCCCN DiSinapoylspermidine